C(CCCCCCCCCCC)OC=1C(C(=O)O)=CC(=C(C1C)C)C dodecyl-trimethyl-salicylic acid